(7R,8aS)-2-(5-(5-(2,3-dimethylphenyl)-6-methoxy-1H-pyrazolo[4,3-b]pyridin-3-yl)pyridin-2-yl)octahydropyrrolo[1,2-a]pyrazin-7-ol adipate C(CCCCC(=O)O)(=O)O.CC1=C(C=CC=C1C)C1=C(C=C2C(=N1)C(=NN2)C=2C=CC(=NC2)N2C[C@H]1N(CC2)C[C@@H](C1)O)OC